NC1=C2N=CN(C2=NC(=N1)Cl)[C@H]1[C@H]([C@@H]([C@H](O1)CO[C@H](C(=O)NC)P(O)(O)=O)O)F ((S)-1-(((2r,3r,4s,5r)-5-(6-amino-2-chloro-9H-purin-9-yl)-4-fluoro-3-hydroxytetrahydrofuran-2-yl)methoxy)-2-(methyl-amino)-2-oxoethyl)phosphonic acid